CC1CCC(N(C1)C(=O)OC(C)(C)C)C1=CC=CC=C1 tert-Butyl 5-methyl-2-phenyl-piperidine-1-carboxylate